C1(=C(C=CC=C1)C(C=CC1=NC(=C(N=C1C)C)C)=O)C 1-(o-tolyl)-3-(3,5,6-trimethylpyrazin-2-yl)-2-propen-1-one